C(C1=CC=CC=C1)OC(=O)C1=NCC[N+](=C1)[O-] Pyrazine-5(3H)-carboxylic acid benzyl ester-1-oxide